8-((R)-1-aminoethyl)-3-cyclopropyl-6-fluoro-2-(tetrahydro-2H-pyran-3-yl)quinazolin-4(3H)-one N[C@H](C)C=1C=C(C=C2C(N(C(=NC12)C1COCCC1)C1CC1)=O)F